C(C)(C)(C)OC(=O)N[C@H]1[C@H](N(CCC1)C(=O)OCC1=CC=CC=C1)C benzyl (2R,3R)-3-((tert-butoxycarbonyl) amino)-2-methylpiperidine-1-carboxylate